4-[4-cyano-3-hydroxy-6-(2-methyl-3-trifluoromethyl-phenyl)-pyridin-2-yl]-4-oxo-butyric acid ethyl ester C(C)OC(CCC(=O)C1=NC(=CC(=C1O)C#N)C1=C(C(=CC=C1)C(F)(F)F)C)=O